[Na].FC(C(C(C(C(C(C(C(F)(F)F)(F)F)(F)F)(F)F)(F)F)(F)F)(F)F)(S(=O)(=O)N)F perfluorooctanesulfonic acid amide sodium